2-(methacryloyloxy)-ethyl-4-(N,N-dimethylamino)-benzophenone C(C(=C)C)(=O)OCCC1=C(C(=O)C2=CC=CC=C2)C=CC(=C1)N(C)C